O=S1(CCC(CC1)S(=O)(=O)Cl)=O 1,1-dioxo-1λ6-thiane-4-sulfonyl chloride